N-(4-((Benzyloxy)methyl)phenyl)-3-(5-cyclopropyl-6-(methylsulfonamido)pyrazin-2-yl)benzamide C(C1=CC=CC=C1)OCC1=CC=C(C=C1)NC(C1=CC(=CC=C1)C1=NC(=C(N=C1)C1CC1)NS(=O)(=O)C)=O